CC1=C(OC(C(=O)OCC)(C)C)C(=CC(=C1)N1CCN(CC1)CC1=CC=C(C=C1)SC)C Ethyl 2-(2,6-dimethyl-4-(4-(4-(methylthio) benzyl) piperazin-1-yl) phenoxy)-2-methylpropionate